1,3-diazabicyclo[3.1.0]hex-3-ene N12CN=CC2C1